FC1=CC=C(O1)CC1=CC=C(CC2=NOC(=C2)C=2C(=NC=CC2)N)C=C1 3-(3-(4-((5-fluorofuran-2-yl)methyl)benzyl)isoxazol-5-yl)pyridin-2-amine